(2,3-dihydro-4H-benzo[b][1,4]oxazin-4-yl)(6-(2,3-dihydrobenzofuran-6-yl)pyrazin-2-yl)methanone O1C2=C(N(CC1)C(=O)C1=NC(=CN=C1)C1=CC3=C(CCO3)C=C1)C=CC=C2